Isopropyl (R)-2-((5-acrylamido-2-methoxy-4-(methyl (1-methylpyrrolidin-3-yl)amino)phenyl)amino)-4-((2-(1-methyl-1H-pyrazol-3-yl)phenyl)amino)pyrimidin-5-carboxylate C(C=C)(=O)NC=1C(=CC(=C(C1)NC1=NC=C(C(=N1)NC1=C(C=CC=C1)C1=NN(C=C1)C)C(=O)OC(C)C)OC)N([C@H]1CN(CC1)C)C